(2-methylpropyl)pyridin-2-one CC(CC=1C(NC=CC1)=O)C